5-(4-((1S,2R)-[1,1'-bi(cyclopropane)]-2-yl)pyrrolo[1,2-b]pyridazin-2-yl)pyrimidine-2,4(1H,3H)-dione [C@@H]1([C@@H](C1)C=1C=2N(N=C(C1)C=1C(NC(NC1)=O)=O)C=CC2)C2CC2